2,4-dimethyl-benzenesulfonic acid tert-butyl ester C(C)(C)(C)OS(=O)(=O)C1=C(C=C(C=C1)C)C